(1R,3S,5R)-2-(2-(4-amino-6,8-dimethoxy-9H-pyrimido[4,5-b]indol-9-yl)acetyl)-N-(6-bromopyridin-2-yl)-5-methyl-2-azabicyclo[3.1.0]hexane-3-carboxamide NC1=NC=NC=2N(C3=C(C=C(C=C3C21)OC)OC)CC(=O)N2[C@@H]1C[C@@]1(C[C@H]2C(=O)NC2=NC(=CC=C2)Br)C